(1R,2S,5S)-N-((S)-1-Amino-1-oxo-3-((S)-2-oxopyrrolidin-3-yl)propan-2-yl)-3-(3-(3,5-difluorophenyl)-propanoyl)-6,6-dimethyl-3-azabicyclo[3.1.0]hexane-2-carboxamide NC([C@H](C[C@H]1C(NCC1)=O)NC(=O)[C@@H]1[C@H]2C([C@H]2CN1C(CCC1=CC(=CC(=C1)F)F)=O)(C)C)=O